C1(=CC=CC=C1)C(CC1=CC(C=C1)[Zr+2]C1C(=CC2=C(C=3CCCC3C=C12)C1=CC=CC=C1)C)C (3-(2-phenylpropyl)-cyclopentadienyl)(2-methyl-4-phenyl-1,5,6,7-tetrahydro-s-indacenyl)zirconium (IV)